N(=[N+]=[N-])CCOCCOCCOCCOCCOCCOCCOC 22-azido-2,5,8,11,14,17,20-heptoxadocosane